C(#N)C1=C(C=CC(=C1)C(F)(F)F)N1CCC(CC1)(C(=O)N[C@@H]1CN(C[C@H]1F)C)C=1C=NC(=CC1)C1=C(C=CC=C1)OC 1-[2-cyano-4-(trifluoromethyl)phenyl]-N-[(3r,4r)-4-fluoro-1-methylpyrrolidin-3-yl]-4-[6-(2-methoxyphenyl)pyridin-3-yl]piperidine-4-carboxamide